C1(CCC1)C=1C(=NN(C1C1=CC=C(C=C1)OC(F)(F)F)C)NC(=O)C1CCC1 N-(4-cyclobutyl-1-methyl-5-(4-(trifluoromethoxy)phenyl)-1H-pyrazol-3-yl)cyclobutanecarboxamide